C(C)(C)(C)OC(=O)N1[C@@H](C[C@@H](C1)COC)C(=O)O (2S,4S)-1-(tert-Butoxycarbonyl)-4-(methoxymethyl)-pyrrolidine-2-carboxylic acid